2-(3-oxabicyclo[4.1.0]heptan-7-yl)-4,4,5,5-tetramethyl-1,3,2-dioxaborolane C12COCCC2C1B1OC(C(O1)(C)C)(C)C